CC1=CC=C2C(=CN=CC2=C1N1CCNCC1)N1C(NC(CC1)=O)=O 1-(7-methyl-8-piperazin-1-yl-4-isoquinolinyl)hexahydropyrimidine-2,4-dione